CC(COC(=O)N1N=C(C2=CC(=CC=C12)C1=C(C=CC(=C1)C#N)Cl)NC(=O)[C@H]1CN(CCC1)C(=O)OC(C)(C)C)C 3-({[(3R)-1-(tert-butoxycarbonyl)piperidin-3-yl]carbonyl}amino)-5-(2-chloro-5-cyanophenyl)-1H-indazole-1-carboxylic acid 2-methylpropyl ester